NC12CC(C1)(C2)NC(=O)N2[C@H](C1=CC=CC=C1CC2)C2=CC=C(C=C2)F (S)-N-(3-aminobicyclo[1.1.1]pentan-1-yl)-1-(4-fluorophenyl)-3,4-dihydroisoquinoline-2(1H)carboxamide